2-((2-chloro-6-((3-bromobenzyl)amino)-9H-purin-9-yl)methyl)tetrahydrothiophene-3,4-diol ClC1=NC(=C2N=CN(C2=N1)CC1SCC(C1O)O)NCC1=CC(=CC=C1)Br